ethyl 2-(3-fluoro-2-methoxy-5-(thiazol-5-ylmethyl)phenyl)acetate FC=1C(=C(C=C(C1)CC1=CN=CS1)CC(=O)OCC)OC